N-(3-methylbutan-2-yl)-3-(5'-(methylsulfonamido)spiro[cyclohexane-1,3'-indoline]-1'-carbonyl)benzenesulfonamide CC(C(C)NS(=O)(=O)C1=CC(=CC=C1)C(=O)N1CC2(C3=CC(=CC=C13)NS(=O)(=O)C)CCCCC2)C